1-(trans-4-((4-(1-(difluoromethyl)-1H-pyrazol-3-yl)-5-(trifluoromethyl)pyrimidin-2-yl)amino)cyclohexyl)-3-(2,2-difluoropropyl)-1-(5-(1-methyl-1H-pyrazol-4-yl)pyrazin-2-yl)urea FC(N1N=C(C=C1)C1=NC(=NC=C1C(F)(F)F)N[C@@H]1CC[C@H](CC1)N(C(=O)NCC(C)(F)F)C1=NC=C(N=C1)C=1C=NN(C1)C)F